FC(C(=O)OCC)(F)C1=CC=C(C=C1)OC ethyl α,α-difluoro(4-methoxyphenyl)acetate